N-[2-[(2,2-dimethoxy-1-methyl-ethyl)amino]-1-(2-thienyl)ethyl]-2-methyl-propane-2-sulfinamide COC(C(C)NCC(C=1SC=CC1)NS(=O)C(C)(C)C)OC